CN1C(=NC(=C1)C(F)(F)F)C1=CC=C(N)C=C1 4-(1-methyl-4-(trifluoromethyl)-1H-imidazol-2-yl)aniline